C1=NC(=CC2=CC=CC=C12)C1=C(C(=O)N)C=CC=C1C(C)SC1=NN=CN1C (isoquinolin-3-yl)-3-(1-((4-methyl-4H-1,2,4-triazol-3-yl)thio)ethyl)benzamide